C(CCC)C(COC1=CC=C(C=C1)C1=CCC(C=C1)(C1=CC=C(C=C1)C1=CC=CC=C1)OCC(CCCCCC)CCCC)CCCCCC 4,4'-bis-(2-butyloctyloxy)-p-quaterphenyl